Octadecyl (2S)-2-(((((2R,3S,5R)-5-(6-amino-2-fluoro-9H-purin-9-yl)-2-ethynyl-3-hydroxytetrahydrofuran-2-yl)methoxy)(phenoxy)phosphoryl)amino)-3-(3,5-difluorophenyl)propanoate NC1=C2N=CN(C2=NC(=N1)F)[C@H]1C[C@@H]([C@@](O1)(C#C)COP(=O)(OC1=CC=CC=C1)N[C@H](C(=O)OCCCCCCCCCCCCCCCCCC)CC1=CC(=CC(=C1)F)F)O